N1=CN=C(C2=C1NC=C2)B(O)O 7H-PYRROLO[2,3-D]PYRIMIDIN-4-YLBORONIC ACID